CC(C=O)=CCCCC trans-2-methyl-2-heptenal